2,6-dibenzyloxy-3-(3-bromophenyl)pyridine C(C1=CC=CC=C1)OC1=NC(=CC=C1C1=CC(=CC=C1)Br)OCC1=CC=CC=C1